O[C@H]1CCCC(C=2C1=NC=CC2)=O (S)-9-hydroxy-6,7,8,9-tetrahydro-5H-cyclohepta[b]pyridin-5-one